methyl 3-(difluoromethyl)-2-methyl-benzoate FC(C=1C(=C(C(=O)OC)C=CC1)C)F